1-(4,4-Difluorocyclohexyl)-N-[4-[2-[[4-(dimethylamino)cyclohexyl]amino]-8-isopropyl-7-oxo-pteridin-6-yl]-2-fluoro-phenyl]methanesulfonamide FC1(CCC(CC1)CS(=O)(=O)NC1=C(C=C(C=C1)C1=NC=2C=NC(=NC2N(C1=O)C(C)C)NC1CCC(CC1)N(C)C)F)F